(Z)-5-((2-(o-tolyl)pyridin-4-yl)methylene)thiazolidin-2,4-dione C1(=C(C=CC=C1)C1=NC=CC(=C1)\C=C/1\C(NC(S1)=O)=O)C